tert-butyl (S)-3-(1-(4-chloro-2-(trifluoromethyl)phenyl)-2'-(2-ethoxypyridin-3-yl)-6'-oxo-6'H-spiro[piperidine-4,5'-[1,7]naphthyridin]-7'(8'H)-yl)pyrrolidine-1-carboxylate ClC1=CC(=C(C=C1)N1CCC2(C=3C=CC(=NC3CN(C2=O)[C@@H]2CN(CC2)C(=O)OC(C)(C)C)C=2C(=NC=CC2)OCC)CC1)C(F)(F)F